C1(=CC=CC=C1)S(=O)(=O)OC=1C=C(C=CC1)NC(=O)NC1=CC(=C(C=C1)C)OS(=O)(=O)C1=CC=CC=C1 N-[3-(phenylsulfonyloxy)phenyl]-N'-[3-(phenylsulfonyloxy)-4-methylphenyl]urea